6-methyl-2-(4'-methyl-[1,1'-biphenyl]-3-yl)-1,3,6,2-dioxazaborocane-4,8-dione CN1CC(OB(OC(C1)=O)C=1C=C(C=CC1)C1=CC=C(C=C1)C)=O